C(CCCCCCCCC=C)(=O)[O-] Undecylenat